2-((5-((R)-2-(4-chloro-2-fluorophenyl)-2-methylbenzo[d][1,3]dioxol-4-yl)pyridin-2-yl)methyl)-1-(((S)-oxetan-2-yl)methyl)-1H-benzo[d]imidazole-6-carboxylic acid ClC1=CC(=C(C=C1)[C@]1(OC2=C(O1)C=CC=C2C=2C=CC(=NC2)CC2=NC1=C(N2C[C@H]2OCC2)C=C(C=C1)C(=O)O)C)F